2-(4-Fluoro-phenyl)-N-(4-morpholin-4-yl-2-pyridin-3-yl-6-trifluoromethyl-phenyl)-acetamide FC1=CC=C(C=C1)CC(=O)NC1=C(C=C(C=C1C(F)(F)F)N1CCOCC1)C=1C=NC=CC1